ClCCC=CC=CCCCCCCCCCC 1-chloro-3,5-hexadecadiene